BrC1=C(C(=C(C(=C1)F)C=CN(C)C)[N+](=O)[O-])OC 2-(4-Bromo-6-fluoro-3-methoxy-2-nitrophenyl)-N,N-dimethylethen-1-amine